2-[3-(5-chloro-2,4-difluoro-phenyl)-1H-pyrazol-4-yl]-7-[3-(1-piperidyl)azetidin-1-yl]-1,5-naphthyridine ClC=1C(=CC(=C(C1)C1=NNC=C1C1=NC2=CC(=CN=C2C=C1)N1CC(C1)N1CCCCC1)F)F